CN1N=C(N=C1C1=CC=C(C=C1)CN)C(F)(F)F 1-[4-[2-methyl-5-(trifluoromethyl)-1,2,4-triazol-3-yl]phenyl]methanamine